(R)-1-((5-(5-(difluoromethyl)-1,3,4-oxadiazole-2-yl)pyridine-2-yl)methyl)-6-fluoro-3-(1-(oxetan-3-yl)piperidine-3-yl)-5-(1H-pyrazole-4-yl)-1,3-dihydro-2H-benzo[d]imidazole-2-one FC(C1=NN=C(O1)C=1C=CC(=NC1)CN1C(N(C2=C1C=C(C(=C2)C=2C=NNC2)F)[C@H]2CN(CCC2)C2COC2)=O)F